CC1=C(OC(C(=O)O)C)C=CC=C1 2-methylphenoxypropionic acid